COC(=O)C1(C2C3C4C=CC(C3C(C1)C2)C4)C.CN(C)CC4=CN=CN4C4=CC=C(C(=N4)OC)NC(=O)C=4C(=NOC4C)C4=CC=CC=C4 N-[6-[5-[(dimethylamino)methyl]imidazol-1-yl]-2-methoxy-3-pyridyl]-5-methyl-3-phenyl-isoxazole-4-carboxamide methyl-4-methyltetracyclo[6.2.1.13,6.02,7]dodec-9-ene-4-carboxylate